2-(2-(2-(prop-2-yn-1-yloxy)ethoxy)ethoxy)ethyl ethanethioate C(C)(OCCOCCOCCOCC#C)=S